ClC1=C(C(=C(C=C1)B1OC(C(O1)(C)C)(C)C)F)F 2-(4-chloro-2,3-difluoro-phenyl)-4,4,5,5-tetramethyl-1,3,2-dioxaborolane